N\C(\C1=CC=C(C=C1)OC1=NC=C(C=C1F)Cl)=N/OC(C[C@H](C(=O)OCC1=CC=CC=C1)NC(=O)OC(C)(C)C)=O benzyl (R,Z)-4-(((amino(4-((5-chloro-3-fluoropyridin-2-yl)oxy)phenyl)-methylene)-amino)oxy)-2-((tert-butoxycarbonyl)amino)-4-oxobutanoate